3-(3-bromo-2-fluorobenzyl)-4-((dimethylamino) methyl)-2-oxo-2H-benzopyran-7-yldimethylcarbamate BrC=1C(=C(CC=2C(OC3=C(C2CN(C)C)C=CC(=C3)CN(C([O-])=O)C)=O)C=CC1)F